OCCCCCCCC\C=C/C\C=C/CCCCCOCCCCC\C=C/C\C=C/CCCCCCCCO (9z,12z)-18-[(6z,9z)-18-hydroxyoctadeca-6,9-dienyloxy]octadeca-9,12-dien-1-ol